5-N-glycolyl-9-O-lactyl-neuraminic acid C(CO)(=O)N[C@@H]1[C@H](CC(C(O)=O)(O)O[C@H]1[C@H](O)[C@H](O)COC(C(O)C)=O)O